p-(N,N-dimethylamino)benzaldehyde CN(C)C1=CC=C(C=O)C=C1